N,N-dimethyl-[1,1'-biphenyl]-2-carboxamide CN(C(=O)C=1C(=CC=CC1)C1=CC=CC=C1)C